(R)-N-(quinolin-3-yl)pyrrolidine-3-carboxamide hydrochloride Cl.N1=CC(=CC2=CC=CC=C12)NC(=O)[C@H]1CNCC1